Bis(2-ethylhexyl) Phosphate P(=O)(OCC(CCCC)CC)(OCC(CCCC)CC)[O-]